7-(4-(7-(benzyloxy)-3-bromo-2H-chromen-4-yl)phenyl)-2-(dimethoxymethyl)-7-azaspiro[3.5]nonane C(C1=CC=CC=C1)OC1=CC=C2C(=C(COC2=C1)Br)C1=CC=C(C=C1)N1CCC2(CC(C2)C(OC)OC)CC1